N[C@](CO)(CC1=CC=C(C=C1)O[Si](C)(C)C(C)(C)C)C (S)-2-amino-3-(4-((tert-butyldimethylsilyl)oxy)phenyl)-2-methylpropan-1-ol